6-[5-[(1S)-1-aminoethyl]-3-cyclopropyl-1,2,4-triazol-1-yl]-N-methyl-pyrimidin-4-carboxamide hydrochloride Cl.N[C@@H](C)C1=NC(=NN1C1=CC(=NC=N1)C(=O)NC)C1CC1